COC(NCC(C)(C)C1=CC=C(C=C1)Br)=O (2-(4-bromophenyl)-2-methylpropyl)carbamic acid methyl ester